CON=C(C#CC1=CC=CC=C1)C(C)(C)C 4,4-dimethyl-1-phenylpentan-1-yne-3-one-O-methyl oxime